BrC1=CC=C2C(C(=COC2=C1)C=O)=O 7-BROMO-4-OXO-4H-CHROMENE-3-CARBALDEHYDE